acryloxyhexadecyldiiodomethylsilane C(C=C)(=O)OCCCCCCCCCCCCCCCC[SiH2]C(I)I